C(N)(=N)C1=CC=C(S1)CNC(=O)[C@H]1N(CC2(OCCO2)C1)C(CNC(=O)C1=CC=C(C=C1)OC1=CC=CC=C1)=O (8S)-N-[(5-carbamimidoylthiophen-2-yl)methyl]-7-{2-[(4-phenoxyphenyl)formamido]acetyl}-1,4-dioxa-7-azaspiro[4.4]nonane-8-carboxamide